tert-butyl (1-(3-(7-fluoro-1-oxo-6-(5-(trifluoromethyl)pyrimidin-2-yl)isoquinolin-2(1H)-yl)propyl)cyclopropyl)carbamate FC1=C(C=C2C=CN(C(C2=C1)=O)CCCC1(CC1)NC(OC(C)(C)C)=O)C1=NC=C(C=N1)C(F)(F)F